O1OOCC1 1,2,3-trioxolane